2-[(2s,4r)-4-hydroxy-1-[(2-methylpropan-2-yl)oxycarbonyl]pyrrolidin-2-yl]-1H-imidazole-4-carboxylic acid O[C@@H]1C[C@H](N(C1)C(=O)OC(C)(C)C)C=1NC=C(N1)C(=O)O